tert-Butyl 3-(5-(4-amino-5-(trifluoromethyl)pyrrolo[2,1-f][1,2,4]triazin-7-yl)-2-methoxy-nicotinamido)-4-fluoropyrrolidine-1-carboxylate NC1=NC=NN2C1=C(C=C2C=2C=NC(=C(C(=O)NC1CN(CC1F)C(=O)OC(C)(C)C)C2)OC)C(F)(F)F